C1=CC(=C(C=C1Cl)Cl)OCCCC(=O)N[C@@H](CCC(=O)N)C(=O)O The molecule is an N(2)-acyl-L-glutamine that is L-glutamine in which one of the hydrogens of the alpha-amino group has been replaced by a 4-(2,4-dichlorophenoxy)butanoyl group. It is a N(2)-acyl-L-glutamine, a dichlorobenzene and an aromatic ether. It derives from a 2,4-DB. It is a conjugate acid of a N(2)-[4-(2,4-dichlorophenoxy)butanoyl]-L-glutamine(1-).